tert-butyl N-[2-(4-bromoindazol-2-yl)ethyl]-N-[2-(1,3-dioxoisoindolin-2-yl)ethyl]carbamate BrC=1C2=CN(N=C2C=CC1)CCN(C(OC(C)(C)C)=O)CCN1C(C2=CC=CC=C2C1=O)=O